N4-(4-(bicyclo[1.1.1]pentan-1-ylamino)pyrimidin-2-yl)-N1-(2-(dimethyl-amino)ethyl)-5-methoxy-N1-methylbenzene-1,2,4-triamine C12(CC(C1)C2)NC2=NC(=NC=C2)NC=2C=C(C(=CC2OC)N(C)CCN(C)C)N